tert-butyl-2-methyl-3-(methylamino)pyrrolidine-1-carboxylate C(C)(C)(C)OC(=O)N1C(C(CC1)NC)C